C[C@@H]1CN(CCN1)C=1C=CC=2N(C(C=C(N2)C2=NN3C(C=NC(=C3)C)=C2)=O)C1 7-[(3R)-3-methylpiperazin-1-yl]-2-(6-methylpyrazolo[1,5-a]pyrazin-2-yl)-4H-pyrido[1,2-a]pyrimidin-4-one